CS(=O)(C)=NC1=C(C=C(C=N1)NC(=O)C=1C=NN(C1C(F)(F)F)C1=CC=C(C=2N1C=CN2)F)C N-(6-((Dimethyl(oxo)-λ6-sulfanyliden)amino)-5-methylpyridin-3-yl)-1-(8-fluoroimidazo[1,2-a]pyridin-5-yl)-5-(trifluoromethyl)-1H-pyrazol-4-carboxamid